Ethyl (2-nitrobenzoyl)acetate [N+](=O)([O-])C1=C(C(=O)CC(=O)OCC)C=CC=C1